C(C=1C(C(=O)[O-])=CC=CC1)(=O)[O-].[Ce+3].C(C=1C(C(=O)[O-])=CC=CC1)(=O)[O-].C(C=1C(C(=O)[O-])=CC=CC1)(=O)[O-].[Ce+3] cerous phthalate